N,N-bis(4-hydroxy-2,6-dimethylphenyl)oxalic acid amide OC1=CC(=C(C(=C1)C)N(C(C(=O)O)=O)C1=C(C=C(C=C1C)O)C)C